CC=1OC2=C(N1)C=C(C=C2)COC2=CC=CC(=N2)C2CCNCC2 4-(6-((2-methylbenzo[d]oxazol-5-yl)methoxy)pyridin-2-yl)piperidin